N1CNC2=C1C=CC=C2 dihydro-1H-benzimidazole